(2R,5R)-2-(((Chloromethyl)dimethylsilyl)methyl)-5-isopropyl-3,6-dimethoxy-2,5-dihydropyrazine ClC[Si](C)(C)C[C@@H]1N=C([C@H](N=C1OC)C(C)C)OC